6-[(4-chlorophenyl)amino]-1-{6-[(3R)-piperidin-3-yloxy]pyridin-2-yl}-2-(prop-2-en-1-yl)-1H,2H,3H-pyrazolo[3,4-d]pyrimidin-3-one ClC1=CC=C(C=C1)NC1=NC=C2C(=N1)N(N(C2=O)CC=C)C2=NC(=CC=C2)O[C@H]2CNCCC2